7-cyclopropyl-4-(methylamino)-1-(2-methylpyridin-3-yl)quinazolin C1(CC1)C1=CC=C2C(=NCN(C2=C1)C=1C(=NC=CC1)C)NC